NCC1=CC=2N(C(=CC2S1)CN(CC1CCC1)C(=O)OC(C)(C)C)C(=O)OC(C)(C)C Tert-butyl 2-(aminomethyl)-5-(((tert-butoxycarbonyl)(cyclobutylmethyl)amino)methyl)-4H-thieno[3,2-b]pyrrole-4-carboxylate